ClC1=C(C=C(C=C1)[C@@H](CC(=O)O)C1CC1)NC([C@H]([C@H](C(F)(F)F)C)C1=CC2=C(OCCN2C)C=C1)=O (S)-3-(4-chloro-3-((2R,3R)-4,4,4-trifluoro-3-methyl-2-(4-methyl-3,4-dihydro-2H-Benzo[b][1,4]oxazin-6-yl)butanamido)phenyl)-3-cyclopropylpropionic acid